CC1=C(C(NC(=C1)C)=O)CN1C(C=2C(=C3C(=C(C2CC1)C1=COC=C1)O[C@](O3)(C)[C@@H]3CC[C@H](CC3)N(C)C)C)=O (R)-6-((4,6-dimethyl-2-oxo-1,2-dihydropyridin-3-yl)methyl)-2-(trans-4-(dimethylamino)cyclohexyl)-9-(furan-3-yl)-2,4-dimethyl-7,8-dihydro-[1,3]dioxolo[4,5-g]isoquinolin-5(6H)-one